C(CC\C=C\C=C/CCCCCCCCC)CC(=O)O.C(CCCCCCC\C=C/CC)=O (Z)-9-Dodecenal (E,Z)-4,6-Hexadecadienyl-acetate